benzyl (2S)-1-[(2S)-2-amino-3,3-dimethyl-butanoyl]-4,4-dimethyl-pyrrolidine-2-carboxylate N[C@H](C(=O)N1[C@@H](CC(C1)(C)C)C(=O)OCC1=CC=CC=C1)C(C)(C)C